2-phenoxy-1,4-diisopropenylbenzene O(C1=CC=CC=C1)C1=C(C=CC(=C1)C(=C)C)C(=C)C